BrC1=NN(C2=CC=CC(=C12)[N+](=O)[O-])C 3-Bromo-1-methyl-4-nitro-1H-indazole